C1(CC1)C#CC=1N=CC2=C(N1)SC(=N2)NC(OC(C)(C)C)=O tert-butyl (5-(cyclopropylethynyl)thiazolo[5,4-d]pyrimidin-2-yl)carbamate